BrC1=CC(=C(C(=C1)F)C=1N=C2N(C=CC(=C2)Cl)C1C[C@H]1CN(CCO1)C(=O)OC(C)(C)C)F tert-butyl (S)-2-((2-(4-bromo-2,6-difluorophenyl)-7-chloroimidazo[1,2-a]pyridin-3-yl)methyl)morpholine-4-carboxylate